3-(3-(1-acetylpiperidin-4-yl)-3-(2-isopropylphenyl)ureido)-2-(difluoromethoxy)-6-methylpyridine 1-oxide C(C)(=O)N1CCC(CC1)N(C(NC=1C(=[N+](C(=CC1)C)[O-])OC(F)F)=O)C1=C(C=CC=C1)C(C)C